[O].[Ni].[Cu] copper nickel oxygen